2-[4-([1,2,4]triazolo[1,5-a]pyridin-7-yl)phenyl]acetamide methyl-2-[3-[4-(cyclopropylcarbamoyl)-3-(difluoromethoxy)-5-methoxy-phenyl]imidazo[1,2-a]pyridin-7-yl]-2,2-difluoro-acetate COC(C(F)(F)C1=CC=2N(C=C1)C(=CN2)C2=CC(=C(C(=C2)OC)C(NC2CC2)=O)OC(F)F)=O.N=2C=NN1C2C=C(C=C1)C1=CC=C(C=C1)CC(=O)N